(R)-2-(azetidin-1-ylmethyl)-3-methylbutanoic acid (S)-1-phenylethyl ester C1(=CC=CC=C1)[C@H](C)OC([C@H](C(C)C)CN1CCC1)=O